CC1N(C(CCC1)C)C1=C(C=CC=C1)NS(=O)(=O)C1=CC=C(S1)S(=O)(=O)N(C)C N5-[2-(2,6-dimethyl-1-piperidyl)phenyl]-N2,N2-dimethyl-thiophene-2,5-disulfonamide